IC=1C(=C(C(=C(C1)C)C)I)S(=O)(=O)C1=C(C(=C(C=C1I)C)C)I Diiodo-methyl-p-tolylsulfon